C(C)(C)(C)OC(=O)N(C1=NN2C(C=NC(=C2)Br)=N1)C(=O)OC(C)(C)C N,N-di-(t-Butoxycarbonyl)-6-bromo-[1,2,4]triazolo[1,5-a]pyrazin-2-amine